ClC=1C=CC(=NC1)CNC1=C2N=CNC2=NC(=N1)C=1C=NC=C(C1)Cl 6-((5-chloropyridin-2-yl)methylamino)-2-(5-chloropyridin-3-yl)-9H-purine